8-Oxa-2-aza-spiro[4.5]decane-2-carboxylic acid {4-methoxy-7-[1-(1-methyl-1-phenyl-ethyl)-1H-pyrazol-4-yl]-thiazolo[4,5-c]pyridin-2-yl}-amide COC1=NC=C(C2=C1N=C(S2)NC(=O)N2CC1(CC2)CCOCC1)C=1C=NN(C1)C(C)(C1=CC=CC=C1)C